7-((5-morpholinopyridin-2-yl)amino)-4-(4,5,6,7-tetrahydropyrazolo[1,5-a]pyridin-3-yl)-2,3-dihydro-1H-pyrrolo[3,4-c]pyridin-1-one O1CCN(CC1)C=1C=CC(=NC1)NC=1C2=C(C(=NC1)C=1C=NN3C1CCCC3)CNC2=O